5-{[(2,2-dimethylpropanoyl)amino]methyl}-N-[1-(2-methylpyridin-4-yl)-1H-indazol-4-yl]-2-(trifluoromethyl)benzamide CC(C(=O)NCC=1C=CC(=C(C(=O)NC2=C3C=NN(C3=CC=C2)C2=CC(=NC=C2)C)C1)C(F)(F)F)(C)C